(1R,2R)-1-((2R,3R,4S,6R)-4-acetoxy-3-(2-acetoxyacetamido)-6-(methoxycarbonyl)-6-(p-tolylthio)tetrahydro-2H-pyran-2-yl)-3-(3-acetoxybenzamido)propane-1,2-diyl diacetate C(C)(=O)O[C@H]([C@@H](CNC(C1=CC(=CC=C1)OC(C)=O)=O)OC(C)=O)[C@@H]1O[C@](C[C@@H]([C@H]1NC(COC(C)=O)=O)OC(C)=O)(SC1=CC=C(C=C1)C)C(=O)OC